C1(CC1)S(=O)(=O)N([C@H]1C([C@H](N(C1)C(=O)OC(C)(C)C)CO)(F)F)CC1=CC=C(C=C1)OC tert-butyl (2R,4R)-4-{(cyclopropanesulfonyl) [(4-methoxyphenyl)methyl]amino}-3,3-difluoro-2-(hydroxymethyl)pyrrolidine-1-carboxylate